C1(CC1)C(=O)N1C(=C(C2=CC(=CC=C12)OC)C=1N=C(SC1)C1=CN(C2=CC(=CC=C12)OC)C(=O)C1CC1)C (3-(4-(1-(cyclopropanecarbonyl)-5-methoxy-2-methyl-1H-indol-3-yl)thiazol-2-yl)-6-methoxy-1H-indol-1-yl)(cyclopropyl)methanone